(Z)-2-(1-(3-((4-Fluorophenoxy)methyl)benzylidene)-5-methoxy-2-methyl-1H-inden-3-yl)acetic acid FC1=CC=C(OCC=2C=C(\C=C/3\C(=C(C4=CC(=CC=C34)OC)CC(=O)O)C)C=CC2)C=C1